C(C)(C)(C)OC(NC[C@@H]1NCCC1)=O (R)-(pyrrolidin-2-ylmethyl)carbamic acid tert-butyl ester